(3R,4S)-2-methyl-3-[(3-nitro-4-quinolinyl)amino]pentane-2,4-diol CC(C)([C@@H]([C@H](C)O)NC1=C(C=NC2=CC=CC=C12)[N+](=O)[O-])O